NN1C=NC(=C2N3C(N=C12)N(C(N3CC3CC3)=O)CCN3CCN(CC3)C3=CC=C(C=C3)F)C=3OC=CC3 5-Amino-1-(cyclopropylmethyl)-3-[2-[4-(4-fluorophenyl)piperazin-1-yl]ethyl]-8-(2-furyl)-[1,2,4]triazolo[5,1-f]purin-2-one